ClC1=CC2=C(N=C(N=C2)NC(C)C)C(=N1)N 6-chloro-N-isopropylpyrido[3,4-d]pyrimidine-2,8-diamine